(S)-5-(6-(cyclopentylamino)-4-(trifluoromethyl)pyridin-3-yl)-N-(2-hydroxy-2-methylpropyl)-4-(2-methylpiperidine-1-carbonyl)thiazole-2-carboxamide C1(CCCC1)NC1=CC(=C(C=N1)C1=C(N=C(S1)C(=O)NCC(C)(C)O)C(=O)N1[C@H](CCCC1)C)C(F)(F)F